CN1[C@H]2C[C@@H](C[C@@H]1[C@H](C2)C2=CC=CC=C2)O (1R,3S,5R,6R)-8-methyl-6-phenyl-8-azabicyclo[3.2.1]octan-3-ol